ClC=1C(=C(C(=CC1)OC)C1=CC(=NC=C1C(=O)NC=1SC(N(N1)CCC(C)=O)=O)C)F 4-(3-chloro-2-fluoro-6-methoxyphenyl)-6-methyl-N-(5-oxo-4-(3-oxobutyl)-4,5-dihydro-1,3,4-thiadiazol-2-yl)nicotinamide